S1C(=CC=C1)C#CC1SCCCS1 2-(thiophen-2-ylethynyl)-1,3-dithiane